OC1=C(C(N(C=C1)C)=O)NC(N[C@@H](CC(=O)O)C=1C=C(C(=CC1)OC(F)(F)F)C1=CC=CC=C1)=O (S)-3-(3-(4-hydroxy-1-methyl-2-oxo-1,2-dihydropyridin-3-yl)ureido)-3-(6-(trifluoromethoxy)biphenyl-3-yl)propionic acid